[Si](C)(C)(C(C)(C)C)OCCN1C(=CC2=CC(=CC=C12)C(=O)OC)CC1=C(C=C(C=C1)Cl)C(F)(F)F methyl 1-(2-((tert-butyldimethylsilyl) oxy) ethyl)-2-(4-chloro-2-(trifluoromethyl) benzyl)-1H-indole-5-carboxylate